7-{5-ethyl-3-[(rac)-1-hydroxy-3-(morpholin-4-yl)propyl]-1-methyl-1H-pyrazol-4-yl}-6-fluoro-3-{3-[(6-fluoronaphthalen-1-yl)oxy]propyl}-1H-indole-2-carboxylic acid ethyl ester C(C)OC(=O)C=1NC2=C(C(=CC=C2C1CCCOC1=CC=CC2=CC(=CC=C12)F)F)C=1C(=NN(C1CC)C)[C@@H](CCN1CCOCC1)O |r|